1-[2-(2-{2-[(2S)-5-(tert-butoxy)-2-[2-(2,5-dioxopyrrol-1-yl)acetamido]-5-oxopentanamido]acetamido}acetamido)acetamido]-3,6,9,12,15,18,21,24-octaoxaheptacosan-27-oic acid C(C)(C)(C)OC(CC[C@@H](C(=O)NCC(=O)NCC(=O)NCC(=O)NCCOCCOCCOCCOCCOCCOCCOCCOCCC(=O)O)NC(CN1C(C=CC1=O)=O)=O)=O